C1(CC1)OC1=C(C(=C(C(=C1F)F)F)F)S(=O)(=O)NC1=C(C=C(C(=C1)F)F)F Cyclopropoxy-3,4,5,6-tetrafluoro-N-(2,4,5-trifluorophenyl)benzenesulfonamide